CC=1CN(C(NN1)=O)/N=C/C=1C=NC=CC1 4,5-dihydro-6-methyl-4-[(E)-(3-PYRIDINYLMETHYLENE)amino]-1,2,4-triazin-3(2H)-one